C(#N)C1=C(OC(C(=O)NC2CCNCC2)(F)F)C=CC=C1 2-(2-cyanophenoxy)-2,2-difluoro-N-(piperidin-4-yl)acetamide